COC(=O)C=1NC=C(N1)C=O 4-FORMYL-IMIDAZOLE-2-CARBOXYLIC ACID METHYL ESTER